3-(5,5-Dimethyl-1,3,2-dioxaborolan-2-yl)-4-(4-fluoro-2,6-dimethylphenoxy)benzenesulfonate CC1(COB(O1)C=1C=C(C=CC1OC1=C(C=C(C=C1C)F)C)S(=O)(=O)[O-])C